6-hydroxy-2,3-dihydro-isoindol-1-one OC1=CC=C2CNC(C2=C1)=O